N'-methyl-N'-[[4-(pentafluoro-sulfanyl)phenyl]methyl]oxamide CN(C(C(N)=O)=O)CC1=CC=C(C=C1)S(F)(F)(F)(F)F